COC(=O)C1=NC=C2C(=N1)N(N=C2)C2CCOCC2 1-(tetrahydro-2H-pyran-4-yl)-1H-pyrazolo[3,4-d]Pyrimidine-6-carboxylic acid methyl ester